1-(4-((4-amino-5-(4-(2-fluorophenoxy)phenyl)-7-methyl-7H-pyrrolo[2,3-d]pyrimidin-6-yl)ethynyl)-4-hydroxypiperidin-1-yl)prop-2-en-1-one NC=1C2=C(N=CN1)N(C(=C2C2=CC=C(C=C2)OC2=C(C=CC=C2)F)C#CC2(CCN(CC2)C(C=C)=O)O)C